FC(OC1=CC=C(C=C1)C1=CN=C2N1C=CN=C2NC2=CC(=C(C=C2)C(=O)N2CCN(CC2)C(=O)N2C(CNCC2)CO)C)F [4-[[3-[4-(difluoromethoxy)phenyl]imidazo[1,2-a]pyrazin-8-yl]amino]-2-methylphenyl]-[4-[2-(hydroxymethyl)piperazine-1-carbonyl]piperazin-1-yl]methanone